N1,N1-dimethyl-N3-(5-(4,4,5,5-tetramethyl-1,3,2-dioxaborolan-2-yl)pyridin-2-yl)propane-1,3-diamine CN(CCCNC1=NC=C(C=C1)B1OC(C(O1)(C)C)(C)C)C